ClC1=CC=C(C=C1)C=1C2=C(C(N(N1)C1=CC(=NC=C1)NC1CC(C1)(F)F)=O)N=C(C(=C2)C)C 5-(4-chlorophenyl)-7-(2-((3,3-difluorocyclobutyl)amino)pyridin-4-yl)-2,3-dimethylpyrido[2,3-d]pyridazin-8(7H)-one